ClC1=NC(=CC(=C1C#N)C(F)(F)F)N(C)CC 2-chloro-6-[ethyl-(methyl)-amino]-4-(trifluoromethyl)pyridine-3-carbonitrile